3-allyl-N-(4-allyl-2-pyridyl)-4-chloro-N-[(3R)-3-piperidyl]benzamide C(C=C)C=1C=C(C(=O)N([C@H]2CNCCC2)C2=NC=CC(=C2)CC=C)C=CC1Cl